C(CCCCCC(=O)O)(=O)OC[C@H](N)C(=O)O O-pimelyl-L-serine